5-bromo-3-(5-(2,6-dichloro-phenyl)-1,3,4-oxadiazol-2-yl)pyridin-2-amine BrC=1C=C(C(=NC1)N)C=1OC(=NN1)C1=C(C=CC=C1Cl)Cl